FC(C=1C=CC(=NC1)CCNC1=NC=NC(=C1Cl)C)(F)F N-(2-(5-trifluoromethylpyridin-2-yl)ethyl)-5-chloro-6-methylpyrimidin-4-amine